Sodium (2-(tetrahydrofuran-2-yl) phenyl) methylsulfonate CS(=O)(=O)OC1=C(C=CC=C1)C1OCCC1.[Na]